(1R,2S,3R,5S)-3-(4-amino-7H-pyrrolo[2,3-d]pyrimidin-7-yl)-5-(2-((R)-2-ethyl-2,3-dihydro-1H-pyrrolo[2,3-b]quinolin-7-yl)ethyl)cyclopentane-1,2-diol NC=1C2=C(N=CN1)N(C=C2)[C@H]2[C@@H]([C@@H]([C@H](C2)CCC2=CC=C1C=C3C(=NC1=C2)N[C@@H](C3)CC)O)O